ClC1=CC=CC(=N1)C1=CC(=CN1)S(=O)(=O)Cl 5-(6-chloropyridin-2-yl)-1H-pyrrole-3-sulfonyl chloride